N=C1C=CC=C(N1)C=1NC2=C(N1)C=CC=C2 2-(6'-iminopyridyl)benzimidazole